1,1'-(5-(6-((diethoxyphosphoryl)methyl)-1,2,4,5-tetrazin-3-yl)-1,3-phenylene)bis(1-oxo-5,8,11,14,17,20,23,26-octaoxa-2-azanonacosan-29-oic acid) C(C)OP(=O)(OCC)CC1=NN=C(N=N1)C=1C=C(C=C(C1)C(NCCOCCOCCOCCOCCOCCOCCOCCOCCC(=O)O)=O)C(NCCOCCOCCOCCOCCOCCOCCOCCOCCC(=O)O)=O